1,3-dichloro-ethylbenzene ClC(C)C1=CC(=CC=C1)Cl